O1COC2=C1C=CC(=C2)C=2N=C(NC2C2=NC(=CC=C2)C)C21CCC(CC2)CC1 4-[4-(1,3-Benzodioxol-5-yl)-5-(6-methyl-2-pyridinyl)-1H-imidazol-2-yl]-bicyclo[2.2.2]octane